1-(4-(4-(aminomethyl)-1-oxo-1,2-dihydrophthalazin-6-yl)-1-methyl-1H-pyrazol-5-yl)piperidine-2-carbonitrile NCC1=NNC(C2=CC=C(C=C12)C=1C=NN(C1N1C(CCCC1)C#N)C)=O